(S)-2-(2,5-difluoro-4-(6-((5-(3-hydroxy-3-methylbut-1-yn-1-yl)thiazol-2-yl)methoxy)pyridin-2-yl)benzyl)-1-(oxetan-2-ylmethyl)-1H-benzo[d]imidazole-6-carboxylic acid FC1=C(CC2=NC3=C(N2C[C@H]2OCC2)C=C(C=C3)C(=O)O)C=C(C(=C1)C1=NC(=CC=C1)OCC=1SC(=CN1)C#CC(C)(C)O)F